ON(CC(=O)Cl)C1=CC=CC=C1 N-hydroxy-2-phenylaminoacetyl chloride